1,6-Hexandiamin C(CCCCCN)N